1-[2-(diphenylphosphanyl)naphthalen-1-yl]naphthalen-2-yldiphenylphosphane C1(=CC=CC=C1)P(C1=C(C2=CC=CC=C2C=C1)C1=C(C=CC2=CC=CC=C12)P(C1=CC=CC=C1)C1=CC=CC=C1)C1=CC=CC=C1